C(C)(C)C1=CC=C(C=C1)N1NC(=CC1C1=C(C=CC(=C1)OC)OC)C=CC1=C(C=CC(=C1)OC)OC 1-(4-isopropylphenyl)-3-(2,5-dimethoxystyryl)-5-(2,5-dimethoxyphenyl)-pyrazoline